1-methylsulfonyl-6-(trifluoromethyl)-1H-indol CS(=O)(=O)N1C=CC2=CC=C(C=C12)C(F)(F)F